2-(4-nitrophenyl)-5-aminobenzimidazole [N+](=O)([O-])C1=CC=C(C=C1)C=1NC2=C(N1)C=CC(=C2)N